O=C1NC(CCC1N1C=C(C2=C(C=CC=C12)N1CCN(CC1)CCC1CCC(CC1)N1N=C2C=C(C(=CC2=C1)C(=O)NC1=CN=C2N1N=CC=C2)OC)C)=O 2-((1r,4r)-4-(2-(4-(1-(2,6-Dioxopiperidin-3-yl)-3-methyl-1H-indol-4-yl)piperazin-1-yl)ethyl)cyclohexyl)-N-(imidazo[1,2-b]pyridazin-3-yl)-6-methoxy-2H-indazole-5-carboxamide